1-((3s,5r)-1-propenoyl-5-(methoxymethyl)pyrrolidin-3-yl)-3-((1-methyl-1H-indazol-5-yl)ethynyl)-5-(methylamino)-1H-pyrazole-4-carboxamide C(C=C)(=O)N1C[C@H](C[C@@H]1COC)N1N=C(C(=C1NC)C(=O)N)C#CC=1C=C2C=NN(C2=CC1)C